3-(ethylamino)-5-{2-[2-(quinoline-8-sulfonamido)phenyl]ethynyl}pyridine-2-carboxylic acid C(C)NC=1C(=NC=C(C1)C#CC1=C(C=CC=C1)NS(=O)(=O)C=1C=CC=C2C=CC=NC12)C(=O)O